ClC1=CC=C(CN2N=C(C=CC2=O)C2=CC=C(C(=O)NC)C=C2)C=C1 4-(1-(4-chlorobenzyl)-6-oxo-1,6-dihydropyridazin-3-yl)-N-methylbenzamide